BrCC1=CC(=NO1)C1=CC=CC(=N1)N1CCOCC1 4-(6-(5-(bromomethyl)isoxazol-3-yl)pyridin-2-yl)morpholine